2-(5,6,7,8-tetrahydroimidazo[1,2-a]pyridin-3-yl)acetic acid N=1C=C(N2C1CCCC2)CC(=O)O